C1C=CCCCC1 2-cyclohepten